5-amino-N-{7-[(3R,4R)-3-amino-4-hydroxypiperidin-1-yl]thieno[3,2-b]pyridin-6-yl}-2-(2,6-difluorophenyl)-1,3-thiazole-4-carboxamide NC1=C(N=C(S1)C1=C(C=CC=C1F)F)C(=O)NC=1C(=C2C(=NC1)C=CS2)N2C[C@H]([C@@H](CC2)O)N